CC(C)(C)OC(=O)N1CC[C@H](C1)N (3R)-(+)-1-(tert-butoxycarbonyl)-3-aminopyrrolidine